NC1=C(C=2C(=NC=C(C2)C(F)(F)F)N1C1=C(C(=CC=C1C)OC)C)C#N 2-amino-1-(3-methoxy-2,6-dimethyl-phenyl)-5-(trifluoromethyl)pyrrolo[2,3-b]pyridine-3-carbonitrile